4-fluoro-1H-indol-6-ylamine FC1=C2C=CNC2=CC(=C1)N